OC1(CC(N(C1)C(=O)OC(C)(C)C)=O)C(F)(F)F tert-butyl 4-hydroxy-2-oxo-4-(trifluoromethyl)pyrrolidine-1-carboxylate